COC1=C(C(=CC(=C1)C(F)(F)F)C)C=1NNC2=C(N1)C=CC=N2 3-(2-methoxy-6-methyl-4-(trifluoromethyl)phenyl)-1,2-dihydro-pyrido[3,2-e][1,2,4]triazine